BrC1=C(N=C2N1C=1N=C(C=C(C1C=C2)C2=CC=C(C=C2)Cl)C(C(F)(F)F)(F)F)C(=O)OCC ethyl 9-bromo-4-(4-chlorophenyl)-2-(perfluoroethyl)imidazo[1,2-a][1,8]naphthyridine-8-carboxylate